1-(4-(hydroxymethyl)phenyl)-3-phenylurea OCC1=CC=C(C=C1)NC(=O)NC1=CC=CC=C1